N-[2-[4-(7,9-Difluoro-1,4,4-trimethyl-5H-[1,2,4]triazolo[4,3-a]quinoxalin-8-yl)-1H-indol-1-yl]-ethyl]-carbamic acid tert-butyl ester C(C)(C)(C)OC(NCCN1C=CC2=C(C=CC=C12)C1=C(C=C2NC(C=3N(C2=C1F)C(=NN3)C)(C)C)F)=O